N-(4-(benzyloxy)phenethyl)-3-(N-(3-chloro-1H-indol-7-yl)sulfamoyl)benzamide C(C1=CC=CC=C1)OC1=CC=C(CCNC(C2=CC(=CC=C2)S(NC=2C=CC=C3C(=CNC23)Cl)(=O)=O)=O)C=C1